CC(=O)NC(CCSC)C(=O)O N-acetyl-DL-methionine